OCC=1C=C(C=CC1)S(=O)(=O)N(CC1=CC=C(C=C1)OC)CC1=CC=C(C=C1)OC 3-(hydroxymethyl)-N,N-bis[(4-methoxyphenyl)methyl]-benzenesulfonamide